CC1C2C(C(CC1=O)C2)(C)C 2,6,6-Trimethylbicyclo[3.1.1]heptan-3-one